2-chloro-N-(2'-(4,4-difluorocyclohexyl)-3,5-difluoro-[2,4'-bipyridyl]-3'-yl)pyrimidine-5-carboxamide ClC1=NC=C(C=N1)C(=O)NC=1C(=NC=CC1C1=NC=C(C=C1F)F)C1CCC(CC1)(F)F